Cl.N1C2=C(OCC1=O)N=CC=C2 1H-pyrido[2,3-b][1,4]oxazin-2-one hydrochloride